FC(C=1OC2=C(C1C(=O)NC1(CCOCC1)CO)C=C(C=C2)OCC2=C(N=CS2)C)F 2-(difluoromethyl)-N-(4-(hydroxymethyl)tetrahydro-2H-pyran-4-yl)-5-((4-methylthiazol-5-yl)-methoxy)benzofuran-3-carboxamide